F[C@@H]1C[C@@]2(CCCN2C1)COC=1N=C(C2=C(N1)C(=C(N=C2)C2=CC(=CC1=CC=C(C(=C21)C#C)F)O)F)N2CCC(CC2)P(=O)(C)C 4-(2-{[(2r,7as)-2-fluoro-hexahydro-1H-pyrrolizin-7a-yl]methoxy}-4-[4-(dimethylphosphoryl)piperidin-1-yl]-8-fluoropyrido[4,3-d]pyrimidin-7-yl)-5-ethynyl-6-fluoronaphthalene-2-ol